N-(1-(4-Aminophenyl)-2-(tert-butylamino)-2-oxoethyl)-N-(4-(methyl-sulfonamido)phenyl)propiolamide NC1=CC=C(C=C1)C(C(=O)NC(C)(C)C)N(C(C#C)=O)C1=CC=C(C=C1)NS(=O)(=O)C